N,N-dimethylamino-2-hydroxypropylamine CNN(NC)CC(C)O